6-[4-[3-(4-oxo-3H-thieno[3,2-d]pyrimidin-2-yl)propionyl]piperazin-1-yl]pyridine-3-carbonitrile O=C1C2=C(N=C(N1)CCC(=O)N1CCN(CC1)C1=CC=C(C=N1)C#N)C=CS2